ClC=1C(=NC=CC1)N1N=C(C=C1C(=O)O)N1N=NN=C1C(F)(F)F 1-(3-Chloropyridine-2-yl)-3-[5-(trifluoromethyl)-1H-tetrazole-1-yl]-1H-pyrazole-5-carboxylic acid